CN1C=CC2=CC=C(C=C12)NC1=NC=NC2=CC(=C(C=C12)[N+](=O)[O-])OCCN1CCCCC1 N-(1-methyl-1H-indol-6-yl)-6-nitro-7-(2-(piperidin-1-yl)ethoxy)quinazolin-4-amine